IC=1C2=C(N=CN1)OC(=N2)C2=CC=CC=C2 7-iodo-2-phenyloxazolo[5,4-d]pyrimidine